NC1=NC=CC=C1C1=NC=2C(=NC(=CC2)B(O)O)N1C1=CC=C(C=C1)CO[Si](C)(C)C(C)(C)C (2-(2-Aminopyridin-3-yl)-3-(4-(((tert-butyldimethylsilyl)oxy)methyl)phenyl)-3H-imidazo[4,5-b]pyridin-5-yl)boronic acid